4,5-bis(4-bromo-phenyl)-1-hexyl-2-(2-methoxyphenyl)-1H-imidazole BrC1=CC=C(C=C1)C=1N=C(N(C1C1=CC=C(C=C1)Br)CCCCCC)C1=C(C=CC=C1)OC